CC=1N=C(C2=C(N1)C1=C(O2)C=CC=C1)N1C(CCC1)C(=O)O 1-(2-methylbenzofuro[3,2-d]pyrimidin-4-yl)pyrrolidine-2-carboxylic acid